CN1C=CC=2C1=NC=C(C2)C(=O)NC2(CC1=CC=CC=C1C2)C 1-methyl-N-(2-methyl-2,3-dihydro-1H-inden-2-yl)-1H-pyrrolo[2,3-b]pyridine-5-carboxamide